N,N'-Diphenyl-N,N'-di(α-naphthyl)benzidine C1(=CC=CC=C1)N(C1=CC=C(C=C1)C1=CC=C(N(C2=CC=CC3=CC=CC=C23)C2=CC=CC=C2)C=C1)C1=CC=CC2=CC=CC=C12